2-bromo-9-(n-heptyloxy)anthracene BrC1=CC2=C(C3=CC=CC=C3C=C2C=C1)OCCCCCCC